4-[bis(tert-butoxycarbonyl)amino]imidazo[2,1-f][1,2,4]triazine-7-carboxylic acid C(C)(C)(C)OC(=O)N(C1=NC=NN2C1=NC=C2C(=O)O)C(=O)OC(C)(C)C